C(C)N1C2=NC(=NC(=C2N=C1)N[C@@H]1CN(CC1)C(C)=O)F (S)-1-(3-(9-ethyl-2-fluoro-9H-purin-6-ylamino)pyrrolidin-1-yl)-ethanone